NC=1C(=NC(=CN1)C1=C(C=CC(=C1)OC(C)C)F)C(=O)NC=1C=NC=CC1N1C[C@@H](CCC1)C(=O)O (R)-1-(3-(3-Amino-6-(2-fluoro-5-isopropoxyphenyl)pyrazine-2-carboxamido)pyridin-4-yl)piperidine-3-carboxylic acid